benzo[1,2,3]thiadiazole-7-carbothioic acid S-methyl ester CSC(=O)C1=CC=CC=2N=NSC21